1-fluoro-2-(methylsulfinylmethyl)-4-nitrobenzene FC1=C(C=C(C=C1)[N+](=O)[O-])CS(=O)C